dimethylphosphonium oxide C[PH2+](C)=O